COC(CC=1C=NC=2N(C1)N=CC2C2CCN(CC2)C(=O)OCC=2N=CSC2)=O thiazol-4-ylmethyl 4-(6-(2-methoxy-2-oxoethyl)pyrazolo[1,5-a]pyrimidin-3-yl)piperidine-1-carboxylate